O1CCC(=CC1)N 3,6-dihydro-2H-pyran-4-amine